N-[3-(3-phenylureido)-phenyl]acetamide C1(=CC=CC=C1)NC(NC=1C=C(C=CC1)NC(C)=O)=O